2-(4-(3-(2,4-Difluorophenyl)-4-oxo-3,4-dihydrophthalazin-1-yl)morpholin-2-yl)-2-methylpropanoic Acid FC1=C(C=CC(=C1)F)N1N=C(C2=CC=CC=C2C1=O)N1CC(OCC1)C(C(=O)O)(C)C